C1CN(CCC12CCNCC2)C2=CC=C(C=C2)NC=2C(=NC=C(N2)N2C[C@@H](CCC2)N2C(N(CC2)C)=O)C(=O)N (R)-3-((4-(3,9-diazaspiro[5.5]undecan-3-yl)phenyl)amino)-5-(3-(3-methyl-2-oxoimidazolidin-1-yl)piperidin-1-yl)pyrazine-2-carboxamide